tert-butyl 2-(difluoromethoxy)-4-[6-(2-hydroxy-1,1-dimethyl-ethyl)pyrazolo[1,5-a]pyridin-3-yl]-6-methoxy-benzoate FC(OC1=C(C(=O)OC(C)(C)C)C(=CC(=C1)C=1C=NN2C1C=CC(=C2)C(CO)(C)C)OC)F